[(S)-8-(6-Methoxy-pyridin-2-yl)-2,3-dihydro-benzo[1,4]dioxin-2-ylmethyl]-amid COC1=CC=CC(=N1)C1=CC=CC2=C1O[C@H](CO2)C[NH-]